(3Z,6Z)-3-[(5-tert-butyl-1H-imidazole-4-yl)methylene]-6-(benzylidene)-2,5-piperazinedione C(C)(C)(C)C1=C(N=CN1)\C=C/1\C(N\C(\C(N1)=O)=C/C1=CC=CC=C1)=O